3-(2,2-dicyanovinyl)-1-methylquinoline-1-ium C(#N)C(=CC=1C=[N+](C2=CC=CC=C2C1)C)C#N